C1(CCC1)N1C(=NC2=C1C=C(C=C2F)C(CF)(CF)O)NC(CC(C)(C)C)=O N-(1-cyclobutyl-6-(1,3-difluoro-2-hydroxypropan-2-yl)-4-fluoro-1H-benzo[d]imidazol-2-yl)-3,3-dimethylbutanamide